ClC1=CC=C(CN2[C@@]3(CCN(C3)C(CC)=O)C(N(CC2=O)C2=C(C=C(C#N)C=C2)F)=O)C=C1 (R)-4-(6-(4-chlorobenzyl)-7,10-dioxo-2-propionyl-2,6,9-triazaspiro[4.5]decan-9-yl)-3-fluorobenzonitrile